ClC1=CC=C(C(=N1)C#CC(C)C)N 6-chloro-2-(3-methylbut-1-yn-1-yl)pyridin-3-amine